[Sn].[Fe] iron tin